(S)-2-(2-((S)-1-(2,3-Difluorobenzyl)-5-oxopyrrolidin-2-yl)acetamido)-N-isopropoxy-3-methylbutanamide FC1=C(CN2[C@@H](CCC2=O)CC(=O)N[C@H](C(=O)NOC(C)C)C(C)C)C=CC=C1F